4,5-dichloro-2-(((2-tosylhydrazino)methyl)phenyl)piperazine-1-carboxylic acid tert-butyl ester C(C)(C)(C)OC(=O)N1C(CN(C(C1)Cl)Cl)C1=C(C=CC=C1)CNNS(=O)(=O)C1=CC=C(C)C=C1